FC(C(=O)O)(F)F.CN1C(=CC2=C(C=CC=C12)N1C(NC(CC1)=O)=O)C1CCNCC1 1-(1-methyl-2-(piperidin-4-yl)-1H-indol-4-yl)dihydropyrimidine-2,4(1H,3H)-dione 2,2,2-trifluoroacetate